FC1=CC=C(C(=O)NC2CC3(C2)CCC(CC3)C3=CC=NC2=CC=C(C=C32)F)C=C1 (±)-4-fluoro-N-(7-(6-fluoroquinolin-4-yl)spiro[3.5]nonan-2-yl)benzamide